[As][As] The molecule is an arsenic hydride that consists of two arsenic atoms joined by a double bond with each carrying a single hydrogen. It is an arsenic hydride and a member of diarsenes.